N4-(2,3-dihydro-1H-inden-5-yl)-5-methyl-N2-(4-(4-methylpiperazin-1-yl)phenyl)-pyrimidine-2,4-diamine C1CCC2=CC(=CC=C12)NC1=NC(=NC=C1C)NC1=CC=C(C=C1)N1CCN(CC1)C